4'-n-pentyl-4-cyano-biphenyl C(CCCC)C1=CC=C(C=C1)C1=CC=C(C=C1)C#N